(3-cyanobicyclo[1.1.1]pentan-1-yl)methyl 4-bromobenzenesulfonate BrC1=CC=C(C=C1)S(=O)(=O)OCC12CC(C1)(C2)C#N